NC1=NC(=CC(=N1)N1N=NC2=C1C=CC(=C2)OC=2C=C(C=CC2F)C(C(=O)O)(C)C)C=2OC=CC2 2-[3-([1-[2-amino-6-(furan-2-yl)pyrimidin-4-yl]-1,2,3-benzotriazole-5-yl]oxy)-4-fluorophenyl]-2-methyl-propanoic acid